ClC1=NC=CC=C1C(C)=O 1-(2-chloropyridin-3-yl)ethane-1-one